(5S)-3'-[2,6-Difluoro-4-(2-phenylethynyl)phenyl]-1'-methyl-spiro[7,8-dihydro-6H-quinazoline-5,6'-hexahydropyrimidine]-2',4'-dione FC1=C(C(=CC(=C1)C#CC1=CC=CC=C1)F)N1C(N([C@@]2(CC1=O)C=1C=NC=NC1CCC2)C)=O